C(C)C1=CC=NN1C1OCCCC1 5-ethyl-1-(tetrahydro-2H-pyran-2-yl)-1H-pyrazole